N[C@@H](C(=O)O)CC1=CC(=CC=C1)C(N)=O (2R)-2-amino-3-(3-carbamoylphenyl)propanoic acid